fumaric acid monosodium fumarate C(\C=C\C(=O)O)(=O)[O-].[Na+].C(\C=C\C(=O)O)(=O)O